O1C(OC=C1)=C1OC=CO1 bi[1,3]dioxole